7-hydroxy-2,3-dihydro-1H-indolizin-5-one OC1=CC(N2CCCC2=C1)=O